(S)-tert-butyl (1-(4-(2-acetamidopyridin-4-yl)-2-fluoro-6-(trifluoromethyl)phenoxy)-4-methylpentan-2-yl)carbamate C(C)(=O)NC1=NC=CC(=C1)C1=CC(=C(OC[C@H](CC(C)C)NC(OC(C)(C)C)=O)C(=C1)C(F)(F)F)F